ClC1=C(C(=O)N(CC=2OC=CC2)CC2=C(C=C(C=C2)N(C)C)N(S(=O)(=O)C=2C=CC3=C(C(=C(O3)C(=O)OCC)C)C2)CC)C=CC=C1 ethyl 5-(N-(2-((2-chloro-N-(furan-2-ylmethyl) benzoylamino) methyl)-5-(dimethylamino) phenyl)-N-ethylsulfamoyl)-3-methylbenzofuran-2-carboxylate